CC1=NN=C(O1)NC=1C=CC2=C(C(NCCO2)=O)C1 7-((5-methyl-1,3,4-oxadiazol-2-yl)amino)-3,4-dihydrobenzo[f][1,4]oxazepin-5(2H)-one